CN1CCC(=CC1)B(O)O (1-methyl-1,2,3,6-tetrahydropyridin-4-yl)boronic acid